CC=1C(NC(N([C@]2([C@H](O)[C@H](O)[C@@H](CO)O2)CN)C1)=O)=O 5-methyl-aminomethyluridine